CON(C(=O)C1=CC2=C(N(C=N2)C)C=C1)C N-methoxy-N,1-dimethyl-1H-benzo[d]imidazole-5-carboxamide